OCCO[C@@H]1C[C@@H]2N(C(NC2=O)=O)C1 (6R,7aS)-6-(2-hydroxyethoxy)-5,6,7,7a-tetrahydropyrrolo[1,2-c]imidazole-1,3-dione